N-(5-((6-methoxypyrazolo[1,5-a]pyridin-2-yl)ethynyl)-8-(methylamino)-2,7-naphthyridin-3-yl)cyclopropanecarboxamide COC=1C=CC=2N(C1)N=C(C2)C#CC2=C1C=C(N=CC1=C(N=C2)NC)NC(=O)C2CC2